N,N'-(1,4-phenylene)bis(1-hydroxy-6-oxo-1,6-dihydropyridine-2-carboxamide) C1(=CC=C(C=C1)NC(=O)C=1N(C(C=CC1)=O)O)NC(=O)C=1N(C(C=CC1)=O)O